N1=C(C=CC=C1)N1CCNCCC1 1-(2-pyridyl)hexahydro-1H-1,4-diazepin